4-(4-(quinoxalin-2-yl)-1H-pyrazol-1-yl)butanal N1=C(C=NC2=CC=CC=C12)C=1C=NN(C1)CCCC=O